N-((5-fluoropyridin-3-yl)methyl)-2-(4'-(pyridin-2-yl)tetrahydrospiro[bicyclo[3.1.0]hexane-3,2'-pyran]-4'-yl)ethylamine FC=1C=C(C=NC1)CNCCC1(CC2(OCC1)CC1CC1C2)C2=NC=CC=C2